tert-butyl-3-[7-bromo-2-chloro-8-fluoro-6-(trifluoromethyl)quinazolin-4-yl]-3,8-diazabicyclo[3.2.1]octane C(C)(C)(C)C12CN(CC(CC1)N2)C2=NC(=NC1=C(C(=C(C=C21)C(F)(F)F)Br)F)Cl